C(C)(=O)N1CC=2N(CC1)C(=NC2C=2C=CC=C1C=C(N=CC21)C2=CC=C(C(=O)OCCC#CC1=C3CN(C(C3=CC=C1)=O)C1C(NC(CC1)=O)=O)C=C2)C2CCOCC2 4-(2-(2,6-Dioxopiperidin-3-yl)-1-oxoisoindolin-4-yl)but-3-yn-1-yl 4-(8-(7-acetyl-3-(tetrahydro-2H-pyran-4-yl)-5,6,7,8-tetrahydroimidazo[1,5-a]pyrazin-1-yl)isoquinolin-3-yl)benzoate